tert-Butyl 4-({4-amino-5-(7-methoxy-5-methyl-1-benzothiophen-2-yl)-6-[(2-methoxy-2-oxoethoxy)methyl]pyrrolo[2,1-f][1,2,4]triazin-7-yl}methyl)piperazine-1-carboxylate NC1=NC=NN2C1=C(C(=C2CN2CCN(CC2)C(=O)OC(C)(C)C)COCC(=O)OC)C=2SC1=C(C2)C=C(C=C1OC)C